C\C(=C/C(=O)O)\C=CC=C(C)C (E)-3,7-dimethyloctene-2,6-dienoic acid